2-({5-chloro-1H-imidazo[4,5-b]pyridin-2-yl}methyl)-5-(2-chloro-4-methoxyphenyl)imidazo[1,2-a]pyrazin-8-amine ClC1=CC=C2C(=N1)N=C(N2)CC=2N=C1N(C(=CN=C1N)C1=C(C=C(C=C1)OC)Cl)C2